tert-butyl 2-((2S,3R)-1-(benzylamino)-3-hydroxy-1-oxobutan-2-yl)-1-oxo-2,5-diazaspiro[3.4]octane-5-carboxylate C(C1=CC=CC=C1)NC([C@H]([C@@H](C)O)N1C(C2(C1)N(CCC2)C(=O)OC(C)(C)C)=O)=O